CC(COP(OCC(CC(C)(C)C)C)(O)=O)CC(C)(C)C bis(2,4,4-trimethylpentyl)phosphoric acid